ClC=1C=C(C=CC1)C=1N=NN(C1)S(=O)(=O)C 4-(3-chlorophenyl)-1-(methylsulfonyl)-1H-1,2,3-triazole